C(=O)=C(C=CC=CC(=O)O)C(C)O 6-carbonyl-7-hydroxy-2,4-octadienoic acid